1-(2-(Dimethylamino)-1-(3-iodophenyl)ethyl)-4-iodopyridin-2(1H)-one CN(CC(C1=CC(=CC=C1)I)N1C(C=C(C=C1)I)=O)C